NC=1N=NC(=CC1N1CC(CC1)O)C1=C(C=CC=C1)O 1-(3-amino-6-(2-hydroxyphenyl)pyridazin-4-yl)pyrrolidin-3-ol